C(CCCCC(C)C)OC(C1=CC=CC=C1)=O benzoic acid isooctyl ester